Trimethylsulphoxonium iodide [I-].C[S+](=O)(C)C